N-(3-(imidazo[1,2-b]pyridazin-6-yl)-1H-pyrrolo[2,3-b]pyridin-6-yl)-1-methylpiperidine-4-carboxamide N=1C=CN2N=C(C=CC21)C2=CNC1=NC(=CC=C12)NC(=O)C1CCN(CC1)C